1,2,3,4,5,6,7,8-octahydroquinazoline-2,4-dione N1C(NC(C=2CCCCC12)=O)=O